2-(3'-(7-cyano-5-(hydroxymethyl)benzo[d]oxazol-2-yl)-2,2'-dimethylbiphenyl-3-yl)-4H-pyrrolo[3,4-d]thiazole-5(6H)-carboxylic acid tert-butyl ester C(C)(C)(C)OC(=O)N1CC=2N=C(SC2C1)C=1C(=C(C=CC1)C1=C(C(=CC=C1)C=1OC2=C(N1)C=C(C=C2C#N)CO)C)C